6-fluoro-5-methoxy-3-(N-methylaminoethyl)indole FC1=C(C=C2C(=CNC2=C1)CCNC)OC